[N-](S(=O)(=O)C(F)(F)F)S(=O)(=O)C(F)(F)F.C(C)ON1C=[N+](C=C1)OCC 1,3-Diethoxyimidazolium bis(trifluoromethylsulfonyl)imide